tert-butyl N-[3-[[6-bromo-3-[N'-[4-[tert-butyl(dimethyl)silyl]oxy-2-ethyl-phenyl]carbamimidoyl]pyrrolo[1,2-b]pyridazin-4-yl]amino]cycloheptyl]carbamate BrC=1C=C2N(N=CC(=C2NC2CC(CCCC2)NC(OC(C)(C)C)=O)C(N)=NC2=C(C=C(C=C2)O[Si](C)(C)C(C)(C)C)CC)C1